(S)-3-(((6-(4-chloro-2-fluorophenyl)-1,2,3,4-tetrahydroisoquinolin-1-yl)methyl)amino)isonicotinic acid ClC1=CC(=C(C=C1)C=1C=C2CCN[C@@H](C2=CC1)CNC1=C(C(=O)O)C=CN=C1)F